3-(cyanomethyl)pyrrolidine-1-carboxamide C(#N)CC1CN(CC1)C(=O)N